COCC1(CC1)C1=NC(=CC=C1)C=C 2-(1-(methoxymethyl)cyclopropyl)-6-vinylpyridine